1-tert-butyl-N-[[4-[3-fluoro-5-[(3R)-3-[methyl(prop-2-enoyl)amino]-1-piperidyl]-4-pyridyl]-2-methyl-phenyl]methyl]triazole-4-carboxamide C(C)(C)(C)N1N=NC(=C1)C(=O)NCC1=C(C=C(C=C1)C1=C(C=NC=C1N1C[C@@H](CCC1)N(C(C=C)=O)C)F)C